azulenyl-sulfonamide C1(=CC=C2C=CC=CC=C12)S(=O)(=O)N